2,6-dihydroxy-3-nitro-4-isobutoxybenzoic acid OC1=C(C(=O)O)C(=CC(=C1[N+](=O)[O-])OCC(C)C)O